F[C@@H]1CCN(C1)C(C)C (2S,4R)-4-fluoro-1-isopropylpyrrolidin